(S)-1-(4-(2-(3-bromo-4-((S)-3-chloro-2-hydroxypropoxy)phenyl)propan-2-yl)phenoxy)-3-thiomorpholinopropan-2-ol BrC=1C=C(C=CC1OC[C@@H](CCl)O)C(C)(C)C1=CC=C(OC[C@H](CN2CCSCC2)O)C=C1